C(C)(C)(C)OC(N[C@H](CO)C=1SC(=CC1)Cl)=O tert-butyl-N-[(1R)-1-(5-chloro-2-thienyl)-2-hydroxyethyl]carbamate